N-(4-((2-((1-(7-oxaspiro[3.5]nonan-2-yl)-5-(trifluoromethyl)-1H-pyrazol-3-yl)amino)-7-cyano-1-methyl-1H-imidazo[4,5-b]pyridin-6-yl)oxy)pyridin-2-yl)-2-methoxyacetamide C1C(CC12CCOCC2)N2N=C(C=C2C(F)(F)F)NC=2N(C=1C(=NC=C(C1C#N)OC1=CC(=NC=C1)NC(COC)=O)N2)C